4,4-diamino-3,3'-biphenyl-disulfonic acid NC1(C(C=C(C=C1)C1=CC(=CC=C1)S(=O)(=O)O)S(=O)(=O)O)N